O[C@]1([C@@H](CCC1)N1C(C(=CC2=C1N=C(N=C2)NC2(CCN(CC2)S(=O)(=O)C([2H])([2H])[2H])[2H])C([2H])([2H])[2H])=O)C([2H])([2H])[2H] (-)-8-((1R,2R)-2-hydroxy-2-(methyl-d3)cyclopentyl)-6-(methyl-d3)-2-((1-((methyl-d3)sulfonyl)piperidin-4-yl-4-d)-amino)pyrido[2,3-d]pyrimidin-7(8H)-one